O=CCC1CCN(CC1)C(=O)OC(C)(C)C tert-butyl 4-(2-oxoethyl)piperidine-1-carboxylate